FC(N1N=CC(=C1C)NC1=NN(C2=CC(=CC=C12)C(C)(C)O)C)F 2-(3-{[1-(difluoromethyl)-5-methyl-1H-pyrazol-4-yl]amino}-1-methyl-1H-indazol-6-yl)propan-2-ol